CC1(C(C(C2CCCCC12)(C)C)C)C octahydro-1,1,2,3,3-pentamethyl-1H-indene